3-(2-(5-Bromo-2,4-dimethylphenoxy)ethyl)piperidine-1-carboxylic acid tert-butyl ester C(C)(C)(C)OC(=O)N1CC(CCC1)CCOC1=C(C=C(C(=C1)Br)C)C